ethyl 2-(ethoxymethylene)-4-methyl-3-oxopentanoate C(C)OC=C(C(=O)OCC)C(C(C)C)=O